(2-ethylpentane-1,1-diyl)dibenzene C(C)C(C(C1=CC=CC=C1)C1=CC=CC=C1)CCC